ClC1=C(C=CC(=C1)F)C(=O)N1CC2CCC(C1)N2C2=C(C=CC(=C2)S(=O)(=O)C2CCN(CC2)C2=CC=CC=C2)OCOC (2-chloro-4-fluoro-phenyl)-[8-[2-(methoxymethoxy)-5-[(1-phenyl-4-piperidyl)sulfonyl]phenyl]-3,8-diazabicyclo[3.2.1]octan-3-yl]methanone